4-(4-(2-cyanopropanamido)-1H-indol-1-yl)pyridin C(#N)C(C(=O)NC1=C2C=CN(C2=CC=C1)C1=CC=NC=C1)C